imidazo[4,5-d]pyrimidine N1C=NC=2N=CN=CC21